N1(N=CC=C1)C1=CC=C(CN(C2=CC(=NC=C2)OCCOC2=CC(=CC=C2)N(C)C)CC2=CC(=CC=C2)OC)C=C1 N-(4-(1H-pyrazol-1-yl)benzyl)-2-(2-(3-(dimethylamino)phenoxy)ethoxy)-N-(3-methoxybenzyl)pyridin-4-amine